diphenyl-(o-fluorophenyl)sulfonium C1(=CC=CC=C1)[S+](C1=C(C=CC=C1)F)C1=CC=CC=C1